(1S,4S)-5-acryloyl-2,5-diazabicyclo[2.2.1]heptane C(C=C)(=O)N1[C@@H]2CN[C@H](C1)C2